C(CCC)S(=O)C1=C(C=2C(=NC(=CC2C2=NN=C(N2C)C)C=2SC=CN2)S1)N 2-(butylsulfinyl)-4-(4,5-dimethyl-4H-1,2,4-triazol-3-yl)-6-(thiazol-2-yl)thieno[2,3-b]pyridin-3-amine